(R)-N-(4-(4-(3-chloro-5-ethyl-2-methoxyphenyl)piperazin-1-yl)-3-fluorobutyl)-1H-indole-2-carboxamide ClC=1C(=C(C=C(C1)CC)N1CCN(CC1)C[C@@H](CCNC(=O)C=1NC2=CC=CC=C2C1)F)OC